(6-((1-methyl-1H-indazol-6-yl)methyl)-2-azaspiro[3.3]heptan-2-yl)methanone CN1N=CC2=CC=C(C=C12)CC1CC2(CN(C2)C=O)C1